O=C1NC(CCC1N1C(N(C2=C1C=CC=C2C#CCCCCCCNC(OC(C)(C)C)=O)C)=O)=O tert-butyl (8-(1-(2,6-dioxopiperidin-3-yl)-3-methyl-2-oxo-2,3-dihydro-1H-benzo[d]imidazol-4-yl)oct-7-yn-1-yl)carbamate